C1(=CC=CC=C1)P(C1=C(C(=CC=C1C)C)C1=C(C(=CC=C1C)C)P(C1=CC=CC=C1)C1=CC=CC=C1)C1=CC=CC=C1 2,2'-bis(diphenylphosphino)-3,3',6,6'-tetramethyl-1,1'-biphenyl